4-(2-ketoethoxy)piperidine-1-carboxylic acid tert-butyl ester C(C)(C)(C)OC(=O)N1CCC(CC1)OCC=O